C1(CC1)S(=O)(=O)N1N=CC(=C1)C1=NC=CC(=N1)NC1=CC(=C(C=N1)C1=NC=C(C=C1)CO)NC1CCC(CC1)C(C)(C)O 2-((1s,4s)-4-((6'-((2-(1-(Cyclopropylsulfonyl)-1H-pyrazol-4-yl)pyrimidin-4-yl)amino)-5-(hydroxymethyl)-[2,3'-bipyridin]-4'-yl)amino)cyclohexyl)propan-2-ol